2'-Chloro-N-(5-(6-chloro-2-methoxy-nicotinoyl)-5,6-dihydro-4H-pyrrolo[3,4-d]thiazol-2-yl)-5'-methoxy-6-methyl-[4,4'-bipyridine]-3-carboxamide ClC1=NC=C(C(=C1)C1=C(C=NC(=C1)C)C(=O)NC=1SC2=C(N1)CN(C2)C(C2=C(N=C(C=C2)Cl)OC)=O)OC